(E)-3-((1-(tert-butyl)-1H-tetrazol-5-yl)(4-cinnamylpiperazin-1-yl)methyl)phenol C(C)(C)(C)N1N=NN=C1C(C=1C=C(C=CC1)O)N1CCN(CC1)C\C=C\C1=CC=CC=C1